di-tert-butyl-(fluorosilyl)benzoic acid C(C)(C)(C)C1=C(C(=C(C(=O)O)C=C1)[SiH2]F)C(C)(C)C